[Pd].C(C)(C)(C)P(C1=CC=C(C=C1)N(C)C)C(C)(C)C di-tert-butyl-(4-dimethylaminophenyl)phosphine palladium